1-(3,4-bis(benzyloxy)phenyl)-N-((8-(5-((4-((dimethylamino)methyl)phenyl)amino)-6-methoxypyridin-2-yl)-2,3-dihydrobenzo[b][1,4]dioxin-2-yl)methyl)-5,8,11-trioxa-2-azahexadecan-16-amide C(C1=CC=CC=C1)OC=1C=C(C=CC1OCC1=CC=CC=C1)CNCCOCCOCCOCCCCC(=O)NCC1COC2=C(O1)C(=CC=C2)C2=NC(=C(C=C2)NC2=CC=C(C=C2)CN(C)C)OC